ClC1=CC(=NC=C1)[C@@H]1[C@H](C1)C(=O)NC1=NC=NC(=C1)NCC=1N=C2N(C=C(C=C2N2C(N(C(C2)=O)C)=O)C2CC2)C1 |r| rac-(1S*,2S*)-2-(4-chloropyridin-2-yl)-N-(6-(((6-cyclopropyl-8-(3-methyl-2,4-dioxoimidazolidin-1-yl)imidazo[1,2-a]pyridin-2-yl)methyl)amino)pyrimidin-4-yl)cyclopropane-1-carboxamide